3-[[4-(2,6-dimethylphenyl)-6-[(2R)-2-[[3-(hydroxymethyl)cyclobutyl]amino]-4-methyl-pentoxy]pyrimidin-2-yl]sulfamoyl]benzoic acid CC1=C(C(=CC=C1)C)C1=NC(=NC(=C1)OC[C@@H](CC(C)C)NC1CC(C1)CO)NS(=O)(=O)C=1C=C(C(=O)O)C=CC1